[N+](=O)([O-])C=1C=NN(C1)C(C(=O)NCC(F)(F)F)CC 2-(4-nitropyrazol-1-yl)-N-(2,2,2-trifluoroethyl)butanamide